(1r,4r)-4-methoxycyclohexan-1-ol COC1CCC(CC1)O